CN1N=CC2=C1CCOC1=C2C=CC=C1NC1=NC(=NC=C1C(=O)OCC)NC1=NC=CC=C1 Ethyl 4-[(3-methyl-4,5-dihydro-3H-[1]benzoxepino[4,5-c]pyrazol-7-yl)amino]-2-(pyridin-2-ylamino)pyrimidine-5-carboxylate